FC=1C=C2C(=NC1N1[C@H](COCC1)C)OCC[C@@H]2N2C[C@H](NCC2)C2=C(C=CC=C2)OC(C)C (3S)-4-[(4S)-6-fluoro-4-[(3R)-3-(2-isopropoxyphenyl)piperazin-1-yl]-2H,3H,4H-pyrano[2,3-b]pyridin-7-yl]-3-methylmorpholine